2-(1-(1-(6-((4-cyano-2-fluorobenzyl)oxy)pyridin-2-yl)piperidin-4-yl)ethyl)-1-(((S)-oxetan-2-yl)methyl)-1H-benzo[d]imidazole-6-carboxylic acid C(#N)C1=CC(=C(COC2=CC=CC(=N2)N2CCC(CC2)C(C)C2=NC3=C(N2C[C@H]2OCC2)C=C(C=C3)C(=O)O)C=C1)F